O1C(OCC1)C1CCN(CC1)C1=CC(=C(C=C1)[N+](=O)[O-])F 4-(1,3-dioxolan-2-yl)-1-(3-fluoro-4-nitrophenyl)piperidine